N-[6-(5-chloro-1,3-benzoxazol-2-yl)spiro[3.3]heptan-2-yl]-2-(oxetan-3-ylsulfonyl)pyridine-4-carboxamide ClC=1C=CC2=C(N=C(O2)C2CC3(CC(C3)NC(=O)C3=CC(=NC=C3)S(=O)(=O)C3COC3)C2)C1